The molecule is an inorganic sodium salt having molybdate as the counterion. It has a role as a poison. It contains a molybdate. [O-][Mo](=O)(=O)[O-].[Na+].[Na+]